CC1=CC=C(C(=N1)C1=NC=CC=C1)OC1=CCN(C=C1)C1=CC(=C(C(=C1)OC)OC)OC 4-(6-Methyl-2-pyridin-2-yl-pyridin-3-yl)oxy-N-(3,4,5-trimethoxyphenyl)pyridin